C/C(=C/C=C/C=C/CO)/CC\C=C(\CCC=C(C)C)/C (2E,4E,6Z,10E)-7,11,15-trimethylhexadeca-2,4,6,10,14-pentaen-1-ol